Methylbenzodioxolylbutanamine CCCC(C)(C1C2=CC=CC=C2OO1)N